OCC1CCC(CC1)N1N=C2C=C(C(=CC2=C1)NC(CC1=NC(=CC=C1)C(F)(F)F)=O)C(=O)OC Methyl 2-[4-(hydroxymethyl)cyclohexyl]-5-[[2-[6-(trifluoromethyl)-2-pyridyl]acetyl] amino]indazole-6-carboxylate